CC1=C2C(=NC=C1)C=CN2S(=O)(=O)C2=CC=C(C=C2)C 7-methyl-1-(4-methylbenzene-1-sulfonyl)-1H-pyrrolo[3,2-b]pyridine